CSCN1N=C(C(=C1)[N+](=O)[O-])OC1COC1 1-((methylthio)methyl)-4-nitro-3-(oxetan-3-yloxy)-1H-pyrazole